1-dodecyl-2-methylpyridinium methanesulfonate CS(=O)(=O)[O-].C(CCCCCCCCCCC)[N+]1=C(C=CC=C1)C